N-((5-chloro-6-((isoxazol-3-ylmethyl)amino)-1H-indol-2-yl)methyl)-1-methylcyclopropane-1-carboxamide ClC=1C=C2C=C(NC2=CC1NCC1=NOC=C1)CNC(=O)C1(CC1)C